7-(1H-pyrazol-5-yl)quinoline-8-carbonitrile N1N=CC=C1C1=CC=C2C=CC=NC2=C1C#N